1-diethylamino-3-(dimethylsilyloxy)-1,1,3,5,5-pentamethyltrisiloxane C(C)N([Si](O[Si](O[SiH](C)C)(C)O[SiH](C)C)(C)C)CC